FC1=C(C(=CC=C1)C)N1CCC(CC1)N1C(N(C=2C(C1)=CN(N2)C)CC2=C(C=CC=C2C(F)(F)F)F)=O 5-[1-(2-Fluoro-6-methyl-phenyl)-piperidin-4-yl]-7-(2-fluoro-6-trifluoromethyl-benzyl)-2-methyl-2,4,5,7-tetrahydro-pyrazolo[3,4-d]pyrimidin-6-on